C(C)(=O)N1CC=2N(CC1)C(=NC2C=2C=CC=C1C=C(N=CC21)C=2C=CC(=NC2)C(=O)NCCCC2=C1CN(C(C1=CC=C2)=O)C2C(NC(CC2)=O)=O)C2CCOCC2 5-(8-(7-Acetyl-3-(tetrahydro-2H-pyran-4-yl)-5,6,7,8-tetrahydroimidazo[1,5-a]pyrazin-1-yl)isoquinolin-3-yl)-N-(3-(2-(2,6-dioxopiperidin-3-yl)-1-oxoisoindolin-4-yl)propyl)picolinamide